4-(2-fluoro-4-(6-(4,4,5,5-tetramethyl-1,3,2-dioxaborolan-2-yl)quinazolin-4-yl)phenyl)morpholine FC1=C(C=CC(=C1)C1=NC=NC2=CC=C(C=C12)B1OC(C(O1)(C)C)(C)C)N1CCOCC1